FC(CCC=O)(C)F 4,4-Difluoropentanal